C(C)(C)(C)OC(=O)N1CC2=C(CC1)N(C(=N2)C(NC=2C(=C(C=CC2)C2=C(C(=CC=C2)C=2OC1=C(N2)C=C(C=C1C#N)CO)C)C)=O)C tert-butyl-2-((3'-(7-cyano-5-(hydroxymethyl)benzo[d]oxazol-2-yl)-2,2'-dimethyl-[1,1'-biphenyl]-3-yl)carbamoyl)-1-methyl-1,4,6,7-tetrahydro-5H-imidazo[4,5-c]pyridine-5-carboxylate